C(=O)(OC(C)(C)C)N[C@@H](CCC(N)=O)C(=O)O Bocglutamine